C1(=CC=CC2=CC=CC=C12)C(C)C1=NC(=NO1)C1=CC=C(C=C1)NCC1=CC=C(S1)C(=O)O 5-(((4-(5-(1-(Naphthalen-1-yl)ethyl)-1,2,4-oxadiazol-3-yl)phenyl)amino)methyl)thiophene-2-carboxylic acid